CC1(COC1)COP(Cl)Cl 3-methyl-3-oxetanylmethyldichloro-phosphite